C(C)N1N=C(C2=C1C(NCC1(CCOCC1)C2)=O)CC(COC(C2=CC=C(C=C2)C)=O)(C)C 4-Methylbenzoic acid [3-(1-ethyl-8-oxo-spiro[6,7-dihydro-4H-pyrazolo[3,4-c]azepin-5,4'-tetrahydropyran]-3-yl)-2,2-dimethyl-propyl] ester